(R)-6,7-dihydro-5H-cyclopenta[b]pyridine-5-amine N1=C2C(=CC=C1)[C@@H](CC2)N